CC(C)(C(C)C)O[Bi](OC(C)(C(C)C)C)OC(C)(C(C)C)C tris(2,3-dimethyl-2-butoxy)bismuth (III)